6-((3-aminopropyl)amino)nicotinic acid NCCCNC1=NC=C(C(=O)O)C=C1